sodium p-benzenesulfonate salt C1=CC=C(C=C1)S(=O)(=O)[O-].[Na+]